tetradecenoic acid amide C(C=CCCCCCCCCCCC)(=O)N